C1=CC=C(C=C1)N(CCC#N)CCC#N N,N-dicyanoethylaniline